5,6-dihydrocyclopenta[b]thiophen-4-one S1C2=C(C=C1)C(CC2)=O